(5-(4-fluoro-6-((3R,5S)-3-hydroxy-5-methylpiperidin-1-yl)-1H-benzo[d]imidazol-2-yl)-1H-pyrrol-3-yl)(2-(trifluoromethyl)phenyl)methanone FC1=CC(=CC=2NC(=NC21)C2=CC(=CN2)C(=O)C2=C(C=CC=C2)C(F)(F)F)N2C[C@@H](C[C@@H](C2)C)O